CC1=CC(=C(C=O)C=C1)C#CC1=CC=CC=C1 4-methyl-2-(2-phenylethynyl)benzaldehyde